C(C1=CC=CC=C1)SC1=CC(=C(NC=2N=CC3=C(N2)N(CC=C3)C(C)C)C=C1)C 2-(4-benzylsulfanyl-2-methyl-anilino)-8-isopropyl-pyrido[2,3-d]pyrimidin